N-[4-(4-methyl-2-phenylpiperazine-1-carbonyl)-3-morpholin-4-ylphenyl]cyclopropanecarboxamide CN1CC(N(CC1)C(=O)C1=C(C=C(C=C1)NC(=O)C1CC1)N1CCOCC1)C1=CC=CC=C1